(1R,3S,5R)-2-(2-(3-acetyl-5-(2-methyl-[1,2,4]triazolo[1,5-a]pyridin-6-yl)-1H-indazol-1-yl)acetyl)-N-(6-bromopyrazin-2-yl)-2-azabicyclo[3.1.0]hexane-3-carboxamide C(C)(=O)C1=NN(C2=CC=C(C=C12)C=1C=CC=2N(C1)N=C(N2)C)CC(=O)N2[C@@H]1C[C@@H]1C[C@H]2C(=O)NC2=NC(=CN=C2)Br